(3-((8-chloro-[1,2,4]triazolo[4,3-a]quinazolin-5-yl)(methyl)amino)phenyl)pyrimidine-2-carbonitrile ClC1=CC=C2C(=NC=3N(C2=C1)C=NN3)N(C=3C=C(C=CC3)C3=NC(=NC=C3)C#N)C